(2s,4s)-4-(3,5-dibromo-4-cyanopyrazol-1-yl)-2-(fluoromethyl)pyrrolidine-1-carboxylic acid tert-butyl ester C(C)(C)(C)OC(=O)N1[C@@H](C[C@@H](C1)N1N=C(C(=C1Br)C#N)Br)CF